CC1(OC(CC(C1)C(N1C[C@@H]2[C@H](C1)CC(C2)NC=2N=NC(=CC2)C2=C(C(=CC(=C2)F)F)F)([2H])[2H])(C)C)C (3aR,5s,6aS)-2-((2,2,6,6-tetramethyltetrahydro-2H-pyran-4-yl)methyl-d2)-N-(6-(2,3,5-trifluorophenyl)pyridazin-3-yl)octahydrocyclopenta[c]pyrrol-5-amine